5-O-β-D-glucopyranosylcyanidin [C@@H]1([C@H](O)[C@@H](O)[C@H](O)[C@H](O1)CO)OC=1C=2C=C(C(=[O+]C2C=C(C1)O)C1=CC(O)=C(O)C=C1)O